C(C)(C)(C)[Si](OCCC1=CSC=C1B1OC(C(O1)(C)C)(C)C)(C1=CC=CC=C1)C1=CC=CC=C1 tert-butyldiphenyl(2-(4-(4,4,5,5-tetramethyl-1,3,2-dioxaborolan-2-yl)thiophen-3-yl)ethoxy)silane